1-(4-piperidyl)pyrazole-4-carbaldehyde N1CCC(CC1)N1N=CC(=C1)C=O